1,1-bis(carboxymethyl)-2-undecyl-2-imidazolinium hydroxide disodium salt [Na].[Na].[OH-].C(=O)(O)C[N+]1(C(=NCC1)CCCCCCCCCCC)CC(=O)O